NC=1C(=NC=C(C1)Br)OCCN(C(OC(C)(C)C)=O)CC(F)F tert-Butyl (2-((3-amino-5-bromopyridin-2-yl)oxy)ethyl)(2,2-difluoroethyl)carbamate